CN(C=O)CC(N(CC(N(CC(N(CC(N(CC(N(CC(N(CC(N(CC(N(CC(N(CC(=O)O)C)=O)C)=O)C)=O)C)=O)C)=O)C)=O)C)=O)C)=O)C)=O 2,5,8,11,14,17,20,23,26,29-decamethyl-1,4,7,10,13,16,19,22,25,28-decaoxo-2,5,8,11,14,17,20,23,26,29-decaazahentriacontan-31-oic acid